N-(quinolin-6-yl)benzamide tert-Butyl-6-oxo-6-(6-(6-(pyridin-2-yl)-1,2,4,5-tetrazin-3-yl)pyridin-3-ylamino)hexylcarbamate C(C)(C)(C)N(C(O)=O)CCCCCC(NC=1C=NC(=CC1)C=1N=NC(=NN1)C1=NC=CC=C1)=O.N1=CC=CC2=CC(=CC=C12)NC(C1=CC=CC=C1)=O